4-nitrophenyl-mercapto chloride [N+](=O)([O-])C1=CC=C(C=C1)SCl